(2S)-2-[9H-fluoren-9-ylmethoxycarbonyl-(methyl)amino]butanedioic acid O1-methyl ester O4-(1-methyl-1-phenyl-ethyl) ester CC(C)(C1=CC=CC=C1)OC(C[C@@H](C(=O)OC)N(C)C(=O)OCC1C2=CC=CC=C2C=2C=CC=CC12)=O